IC1=CC=C(N=N1)N([C@H]1C[C@H](N(CC1)C(=O)OC(C)(C)C)C)C tert-butyl (2R,4R)-4-[(6-iodopyridazin-3-yl) (methyl) amino]-2-methylpiperidine-1-carboxylate